BrC1=CC=C(C=C1)N(C1=C(C=C(C=C1)F)F)C1=CC=C(C=C1)Br N,N-bis(4-bromophenyl)-2,4-difluoroaniline